OC1CN(C1)C(=O)O[C@@H]1CC[C@H](CC1)C(N(CC12CCC(CC1)(CC2)C2=CC=C(C=C2)C(C)C)C2=NC(=CN=C2)C=2C=NN(C2)C(C)C)=O 4-((6-(1-Isopropyl-1H-pyrazol-4-yl)pyrazin-2-yl)((4-(4-isopropylphenyl)bicyclo[2.2.2]octan-1-yl)methyl)carbamoyl)(trans-cyclohexyl) 3-hydroxyazetidine-1-carboxylate